2-cyclohexyl-N-(6-oxo-1-phenyl-1,6-dihydropyridin-3-yl)acetamide C1(CCCCC1)CC(=O)NC1=CN(C(C=C1)=O)C1=CC=CC=C1